3,4-dihydroxy-1,5-hexadiene OC(C=C)C(C=C)O